ClCC(=O)C1=CC(=CC=C1)O 2-chloro-3'-hydroxyacetophenone